gold-nickel-copper [Cu].[Ni].[Au]